CO[Si](CCCCCCC=C)(OC)OC Trimethoxy(7-octen-1-yl)silane